C1(CC1)C1=C(C(=NO1)C1=C(C=CC=C1Cl)Cl)C(=O)O[C@@]12N(C[C@@H](CC1)C2)C=2C(=CC1=C(N=CS1)C2OCC(F)(F)F)C(=O)O (1S,4S,5R)-5-[[5-cyclopropyl-3-(2,6-dichlorophenyl)-1,2-oxazole-4-carbonyloxy]-2-azabicyclo[2.2.1]heptan-2-yl]-4-(2,2,2-trifluoroethoxy)-1,3-benzothiazole-6-carboxylic acid